6-(4-chloro-1-((3'-cyano-[1,1'-biphenyl]-4-yl)methyl)-1H-indazole-7-carboxamido)spiro[3.3]heptan ClC1=C2C=NN(C2=C(C=C1)C(=O)NC1CC2(CCC2)C1)CC1=CC=C(C=C1)C1=CC(=CC=C1)C#N